C1(CC1)\C=N\[S@@](=O)C(C)(C)C (S,E)-N-(cyclopropylmethylene)-2-methylpropane-2-sulfinamide